C(C)C1(COC1)COCCCCCCO 3-ethyl-3-(6-hydroxyhexyl)oxymethyl-oxetane